1,2,4-triphenylimidazole C1(=CC=CC=C1)N1C(=NC(=C1)C1=CC=CC=C1)C1=CC=CC=C1